(S)-4-amino-3-isopropoxy-5-((oxetane-2-ylmethyl)amino)benzoic acid isopropyl ester C(C)(C)OC(C1=CC(=C(C(=C1)NC[C@H]1OCC1)N)OC(C)C)=O